Bis(2-methoxyethyl)carbamic acid COCCN(C(O)=O)CCOC